ClCCCS(=O)(=O)C1=CC2=C(C=C(O2)C(=O)OC)C=C1 methyl 6-(3-chloropropylsulfonyl)benzofuran-2-carboxylate